1-(5-(2-chloro-4-fluoro-3-methylbenzamido)-2-fluoro-4-((3S,5R)-3,4,5-trimethylpiperazin-1-yl)phenyl)-1H-1,2,3-triazole-4-carboxylic acid ClC1=C(C(=O)NC=2C(=CC(=C(C2)N2N=NC(=C2)C(=O)O)F)N2C[C@@H](N([C@@H](C2)C)C)C)C=CC(=C1C)F